C1(=CC=CC=C1)C1(CC1)C1=NNC2=C1C=1N(C(=N2)N2CCC3(CC2)OC2=C([C@H]3N)C=CC=C2)C=NN1 (R)-1'-(9-(1-phenylcyclopropyl)-7H-pyrazolo[4,3-e][1,2,4]triazolo[4,3-c]pyrimidin-5-yl)-3H-spiro[benzofuran-2,4'-piperidin]-3-amine